6-(2-Isopropylphenyl)-1-(4-(1-methyl-4-(trifluoromethyl)-1H-imidazol-2-yl)benzyl)2,3-dihydro-1H-pyrrolo[3,2-c]pyridine C(C)(C)C1=C(C=CC=C1)C1=CC2=C(C=N1)CCN2CC2=CC=C(C=C2)C=2N(C=C(N2)C(F)(F)F)C